3-(6-(3-methylpiperazin-1-yl)pyridin-3-yl)-1H-pyrazolo[4,3-d]pyrimidine CC1CN(CCN1)C1=CC=C(C=N1)C1=NNC2=C1N=CN=C2